4-carboxyphenyl-boric acid C(=O)(O)C1=CC=C(C=C1)OB(O)O